O(C(=O)C)C=1OC2=C(CN1)C=CC=C2 (2-acetoxyl)-4H-1,3-benzoxazine